FC1=CC=C(C=C1)C=1N=C(SC1)C(C(=O)NC)(C)C1=CC=C(C=C1)CC(C)C (4-(4-fluorophenyl)thiazol-2-yl)-2-(4-isobutylphenyl)-N-methylpropanamide